(2S,11aR)-2-hydroxy-6-isobutoxy-8-methyl-2,3,11,11a-tetrahydro-1H,5H-benzo[f]pyrrolo[2,1-c][1,4]Oxazepine-5-one O[C@H]1C[C@@H]2COC3=C(C(N2C1)=O)C(=CC(=C3)C)OCC(C)C